(S)-5-{4-[4-(3,5-dimethylpyridin-2-yl)piperazine-1-carbonyl]phenyl}-5-methoxymethylimidazolidine-2,4-dione CC=1C(=NC=C(C1)C)N1CCN(CC1)C(=O)C1=CC=C(C=C1)[C@@]1(C(NC(N1)=O)=O)COC